C(C)(C)NC(O[C@H]1C[C@H](CC1)C1=NN(C(=C1)NC(CN(C1=C2N=CN(C2=NC=N1)C1OCCCC1)C)=O)C(C)(C)C)=O |o1:6,8| rel-(1R,3S)-3-(1-(tert-butyl)-5-(2-(methyl(9-(tetrahydro-2H-pyran-2-yl)-9H-purin-6-yl)amino)acetamido)-1H-pyrazol-3-yl)cyclopentyl isopropylcarbamate